(3-(4-(1,2,4-oxadiazol-3-yl)phenoxy)pyrrolidin-1-yl)(1-methyl-1H-indazol-3-yl)methanone O1N=C(N=C1)C1=CC=C(OC2CN(CC2)C(=O)C2=NN(C3=CC=CC=C23)C)C=C1